4,8-bis-(2-ethylhexyloxy)-benzo(1,2-b:4,5-b')dithiophen C(C)C(COC1=C2C(SC=C2)=C(C2=C1SC=C2)OCC(CCCC)CC)CCCC